(S)-2-((4-((2-hydroxy-1-phenylethyl)amino)-5-(3-(pyridin-3-yl)-1,2,4-oxadiazol-5-yl)pyrimidin-2-yl)amino)-7,7-dimethyl-6,7-dihydro-5H-pyrrolo[3,4-b]pyridin-5-one OC[C@H](C1=CC=CC=C1)NC1=NC(=NC=C1C1=NC(=NO1)C=1C=NC=CC1)NC1=CC=C2C(=N1)C(NC2=O)(C)C